N1=C(C=CC=C1OCCCCCCOC1=CC=CC(=N1)C1=NC=CC=C1)C1=NC=CC=C1 1,6-bis([2,2'-bipyridyl]-6-yloxy)hexane